9-bromononane-2,4-dione BrCCCCCC(CC(C)=O)=O